C1(=CC=C(C=C1)C1=CC=C2C(=N1)N=C(O2)C(=O)O)C2=CC=CC=C2 5-([1,1'-biphenyl]-4-yl)oxazolo[4,5-b]pyridine-2-carboxylic acid